C(#N)[C@@H](C)NC1=CC(=NC=C1C=1SC(=NN1)N1CCC(CC1)(C)O)C1=CC=C2N1N=CC(=C2)C#N (R)-7-(4-((1-cyanoethyl)amino)-5-(5-(4-hydroxy-4-methylpiperidin-1-yl)-1,3,4-thiadiazol-2-yl)pyridin-2-yl)pyrrolo[1,2-b]pyridazine-3-carbonitrile